Cl.NC(C(=O)N1CCN(CC1)C(=O)NC1=NC(N(C=C1)C1=CC=C(CN2CC(C2)(C(=O)O)CCN)C=C1)=O)(C)C 1-(4-(4-(4-(2-Amino-2-methylpropanoyl)piperazine-1-carboxamido)-2-oxopyrimidin-1(2H)-yl)benzyl)-3-(2-aminoethyl)azetidine-3-carboxylic acid hydrochloride salt